OC[C@@H]1NCC[C@@H](C1)N1C(N(C2=NC(=NC=C2C1)NC1=CC=C(C=C1)N1CCN(CC1)C)C)=O 3-[(2R,4S)-2-(hydroxymethyl)-4-piperidyl]-1-methyl-7-[4-(4-methylpiperazin-1-yl)anilino]-4H-pyrimido[4,5-d]pyrimidin-2-one